montanyl tetracontanoate C(CCCCCCCCCCCCCCCCCCCCCCCCCCCCCCCCCCCCCCC)(=O)OCCCCCCCCCCCCCCCCCCCCCCCCCCCC